FC=1C(=C(C(=O)O)C=C(C1)NC(=O)C1(CC1)C1=C(C=C(C=C1)C)F)C=1C=NN(C1)C(C)C 3-fluoro-5-({[1-(2-fluoro-4-methylphenyl)cyclopropyl]carbonyl}amino)-2-[1-(prop-2-yl)-1H-pyrazol-4-yl]benzoic acid